sodium sulfide ammonium bicarbonate C(O)(O)=O.[NH4+].[S-2].[Na+]